N-(5-methoxyquinolin-8-yl)quinoline-8-sulfonamide COC1=C2C=CC=NC2=C(C=C1)NS(=O)(=O)C=1C=CC=C2C=CC=NC12